4-(3-chloro-4-(9-(2-cyanobenzyl)-6-(1-methylcyclopropoxy)-9H-purin-8-yl)phenoxy)-3-methylbutanoic acid ClC=1C=C(OCC(CC(=O)O)C)C=CC1C=1N(C2=NC=NC(=C2N1)OC1(CC1)C)CC1=C(C=CC=C1)C#N